ClC1=C(CN2N=C3C4=C(CCC3=C2)OC(=C4C)C(=O)NC4=CC(=CC=C4)F)C(=CC=C1)F 2-(2-chloro-6-fluorobenzyl)-N-(3-fluorophenyl)-8-methyl-4,5-dihydro-2H-furo[2,3-g]indazole-7-carboxamide